C1=CC=CC=2C3=CC=CC=C3C(C12)COC(=O)N[C@@H](CC1=CN(C2=CC=CC=C12)CCO[Si](C)(C)C(C)(C)C)C(=O)O Nα-(((9H-fluoren-9-yl)methoxy)carbonyl)-1-(2-((tertiary butyldimethylsilyl)oxy)ethyl)-L-tryptophan